(S)-methyl 2-((4-(1-benzyl-1H-pyrazolo[3,4-b]pyridin-6-yl)piperazin-1-yl)methyl)-1-(oxetan-2-ylmethyl)-1H-benzo[d]imidazole-6-carboxylate C(C1=CC=CC=C1)N1N=CC=2C1=NC(=CC2)N2CCN(CC2)CC2=NC1=C(N2C[C@H]2OCC2)C=C(C=C1)C(=O)OC